((4R,5R)-5-(2,6-dichlorophenyl)-2,2-diethyl-1,3-dioxolan-4-yl)methyl sulfamate S(N)(OC[C@H]1OC(O[C@@H]1C1=C(C=CC=C1Cl)Cl)(CC)CC)(=O)=O